FC(OC1=CC=C(C=C1)C1=CN=C2N1C=CN=C2NC2=CC(=C(C(=O)O)C=C2)[N+](=O)[O-])F 4-((3-(4-(difluoromethoxy)phenyl)imidazo[1,2-a]pyrazin-8-yl)amino)-2-nitrobenzoic acid